titanium gallium platinum [Pt].[Ga].[Ti]